(S,E)-2-methyl-N-(4,4,4-trifluorobutylidene)propane-2-sulfinamide CC(C)(C)[S@](=O)/N=C/CCC(F)(F)F